CC1CCN2CC(CC12C(=O)OC)C methyl 1,6-dimethyltetrahydro-1H-pyrrolizin-7a(5H)-carboxylate